COC(C1=CC(=C(C(=C1)[N+](=O)[O-])NC)Cl)=O 3-chloro-4-(methylamino)-5-nitrobenzoic acid methyl ester